2,3-dimethyl-2H-thieno[2,3-c]pyrazole-5-carboxylic acid CN1N=C2C(=C1C)C=C(S2)C(=O)O